N-(2-bromo-3-(13H-dibenzo[a,h]carbazol-13-yl)phenyl)-N-phenylnaphthalen-1-amine BrC1=C(C=CC=C1N1C2=CC3=C(C=C2C2=CC=C4C(=C12)C=CC=C4)C=CC=C3)N(C3=CC=CC4=CC=CC=C34)C3=CC=CC=C3